COC=1C=C(C=CC1[N+](=O)[O-])S(=O)(=O)N(COCC[Si](C)(C)C)C 3-methoxy-N-methyl-4-nitro-N-{[2-(trimethylsilyl)ethoxy]methyl}benzenesulfonamide